NC1=NC=C(C2=C1C=NN2COCC[Si](C)(C)C)NC(C(=O)N2[C@H](CC[C@@H](C2)C)C=2C=CC1=C(N=C(S1)C1C(CN(CC1)C)C)C2)=O N-(4-amino-1-((2-(trimethylsilyl)ethoxy)methyl)-1H-pyrazolo[4,3-c]pyridin-7-yl)-2-((2R,5S)-2-(2-(1,3-dimethylpiperidin-4-yl)benzo[d]thiazol-5-yl)-5-methylpiperidin-1-yl)-2-oxoacetamide